C(=O)(O)C1(COCOC1)C(=O)O 5,5-dicarboxy-1,3-dioxane